Cl.S1C(=NC2=C1C=CC=C2)C(CC2=CC(=CC=C2)C(N)=N)NS(=O)(=O)C=2C=C(C=CC2)NC(=O)C2=CN=CO2 N-[3-[[1-(1,3-benzothiazol-2-yl)-2-(3-carbamimidoylphenyl)ethyl]sulfamoyl]phenyl]oxazole-5-carboxamide hydrochloride